N-(4-isopropylphenyl)-4-(2-benzofuranyl)aniline C(C)(C)C1=CC=C(C=C1)NC1=CC=C(C=C1)C=1OC2=C(C1)C=CC=C2